[Al+3].P1(=O)(OC2=C(C=C(C=C2C(C)(C)C)C(C)(C)C)CC2=C(C(=CC(=C2)C(C)(C)C)C(C)(C)C)O1)[O-].C1C2=C(C(=CC(=C2)C(C)(C)C)C(C)(C)C)OP(=O)(OC2=C1C=C(C=C2C(C)(C)C)C(C)(C)C)[O-].C2C1=C(C(=CC(=C1)C(C)(C)C)C(C)(C)C)OP(=O)(OC1=C2C=C(C=C1C(C)(C)C)C(C)(C)C)[O-] 2,2'-methylenebis(4,6-di-t-butylphenyl) phosphate aluminum